CN1C([C@H](CC1)N1C(C2=CC(=C(C=C2C1)NC(=O)C=1C=NN2C1N=CC=C2)N2CCOCC2)=O)=O (S)-N-(2-(1-methyl-2-oxopyrrolidin-3-yl)-6-morpholino-1-oxoisoindolin-5-yl)pyrazolo[1,5-a]pyrimidine-3-carboxamide